methyl-(2-fluorophenyl)alanine (±)-ethyl-2-(but-3-enyl)-5-oxo-tetrahydrofuran-2-carboxylate C(C)C1C(OC(C1)=O)(C(=O)O)CCC=C.CN([C@@H](C)C(=O)O)C1=C(C=CC=C1)F